1,5-Anhydro-2-[(tert-butoxycarbonyl)amino]-6-O-[tert-butyl-(dimethyl)silyl]-2,3,4-trideoxy-D-erythro-hex-3-enitol C(C)(C)(C)OC(=O)N[C@H]1CO[C@@H](C=C1)CO[Si](C)(C)C(C)(C)C